CN(C1=CC=CC=C1)C1=CC2=CC=CC=C2C=C1 N-methyl-N-(2-naphthyl)aniline